Tris-nonyl Phenylphosphit C1(=CC=CC=C1)P(OCCCCCCCCC)(OCCCCCCCCC)OCCCCCCCCC